FC(C1=CC=C(C=C1)C1=NN=C(C2=CC=CC=C12)NC[C@]1([C@@H](CCC1)O)O)(F)F |r| racemic-cis-1-(((4-(4-(trifluoromethyl)phenyl)phthalazin-1-yl)amino)methyl)cyclopentane-1,2-diol